2,5,N7,N7-tetramethylpyrazolo[1,5-a]pyrimidine-3,7-diamine CC1=NN2C(N=C(C=C2N(C)C)C)=C1N